N-(cyanomethyl)-ds-4-[(3,5-dichloro-2-pyridyl)oxy]-2'-oxo-spiro[cyclohexane-1,3'-indoline]-5'-carboxamide C(#N)CNC(=O)C=1C=C2C3(C(NC2=CC1)=O)CCC(CC3)OC3=NC=C(C=C3Cl)Cl